OC(C(=O)C1=CC=C(OCCOS(=O)(=O)C)C=C1)(C)C Methanesulfonic acid 2-[4-(2-hydroxy-2-methylpropionyl) phenoxy]Ethyl ester